N-(4-((7-propionyl-7H-pyrrolo[2,3-D]pyrimidine-4-yl)oxy)phenyl)-2-(4-(trifluoromethyl)phenyl)acetamide C(CC)(=O)N1C=CC2=C1N=CN=C2OC2=CC=C(C=C2)NC(CC2=CC=C(C=C2)C(F)(F)F)=O